C(C)SC1=CC=C(C(=O)NC=2C=CC=C3C=CC(=NC23)C)C=C1 4-(ethylsulfanyl)-N-(2-methylquinolin-8-yl)benzamide